(4-cyclopropoxy-3-pyridyl)[1-(2-methyl-5-pyrimidinyl)-4-piperidyl][p-(trifluoromethyl)phenyl]amine C1(CC1)OC1=C(C=NC=C1)N(C1=CC=C(C=C1)C(F)(F)F)C1CCN(CC1)C=1C=NC(=NC1)C